COC1=C(C=C(C=C1)S(=O)(=O)C)N1N=C(C=2C=NC(=CC21)C=2C=NN1C2N=CC=C1)CNC 1-(1-(2-methoxy-5-(methylsulfonyl)phenyl)-6-(pyrazolo[1,5-a]pyrimidin-3-yl)-1H-pyrazolo[4,3-c]pyridin-3-yl)-N-methyl-methylamine